N(=NC1=CC=C(C=O)C=C1)C1=CC=C(C=O)C=C1 4,4'-Azobisbenzaldehyde